1,7-di-tert-butyl 4-(2-{[(benzyloxy)carbonyl]amino}acetamido)-4-[3-(tert-butoxy)-3-oxopropyl]heptanedioate C(C1=CC=CC=C1)OC(=O)NCC(=O)NC(CCC(=O)OC(C)(C)C)(CCC(=O)OC(C)(C)C)CCC(=O)OC(C)(C)C